N-isopropyl-2-(methylmercapto)-5-nitropyrimidin-4-amine C(C)(C)NC1=NC(=NC=C1[N+](=O)[O-])SC